CC=1N(C(=CN1)[N+](=O)[O-])CCN(C([O-])=O)C(C(Cl)(Cl)Cl)N1C2=NC(=NC(=C2N=C1)OCC1=CC=CC=C1)N 2-(2-methyl-5-nitro-1H-imidazol-1-yl)-ethyl-(1-(2-amino-6-benzyloxy-9H-purin-9-yl)-2,2,2-trichloroethyl)-carbamate